5-[(3R,5R)-5-methyl-1-[(1-methylpyrazol-4-yl)methyl]-3-piperidyl]quinoline-8-carbonitrile C[C@@H]1C[C@@H](CN(C1)CC=1C=NN(C1)C)C1=C2C=CC=NC2=C(C=C1)C#N